C1(=CC=CC=C1)C1(CC1)C=1OC=C(N1)C(=O)O 2-(1-phenylcyclopropyl)oxazole-4-carboxylic acid